NC(CCC(=O)O)CCC1=CC=C(C=C1)CCCCCCCC 4-amino-6-(4-octylphenyl)hexanoic Acid